7-(2,4-bis(benzyloxy)-6-pentylphenoxy)-3-butyl-3-hydroxy-5-methoxyisobenzofuran-1(3H)-one C(C1=CC=CC=C1)OC1=C(OC=2C=C(C=C3C(OC(C23)=O)(O)CCCC)OC)C(=CC(=C1)OCC1=CC=CC=C1)CCCCC